1H-imidazole-2-formaldehyde oxime N1C(=NC=C1)C=NO